(R)-2-(4,4-dimethylpiperidin-1-yl)-8-(1-((1-hydroxy-1,3-dihydrobenzo[c][1,2]oxaborol-4-yl)amino)ethyl)-3,6-dimethyl-4H-chromen CC1(CCN(CC1)C=1OC2=C(C=C(C=C2CC1C)C)[C@@H](C)NC1=CC=CC=2B(OCC21)O)C